BrC=1C=C(C=NC1)C1CCN2N1C(C(C2)(CC)C(F)F)=O 3-(5-bromo-3-pyridinyl)-6-(difluoromethyl)-6-ethyl-1,2,3,7-tetrahydropyrazolo[1,2-a]pyrazol-5-one